NC1=CC=C2C(=CC(=NC2=C1)[C@@H]1[C@H](C1)C1=NC=CC(=N1)C)C#N |r| rac-7-amino-2-((1S*,2S*)-2-(4-methylpyrimidin-2-yl)cyclopropyl)quinoline-4-carbonitrile